[(2R,3R,4S,5S,6S)-3,4,5-Triacetyloxy-6-[4-[(E)-3-phenylprop-2-enoyl]phenoxy]oxan-2-yl]methyl acetate C(C)(=O)OC[C@H]1O[C@H]([C@H]([C@H]([C@@H]1OC(C)=O)OC(C)=O)OC(C)=O)OC1=CC=C(C=C1)C(\C=C\C1=CC=CC=C1)=O